CC=1C(=NC=CN1)SCC1=CC=CO1 methyl-furfuryl-thiopyrazine